C=1C=COC2=CC=C3C(C12)=CC1=CC=CC(=C13)N Indeno[2,1-f]Chromen-7-amine